BrC1=C(C=C(C=C1)CN(C(=O)C=1C=NC(=CC1)OC1CC1)C=1C(=NC=CC1)S(=O)(=O)C)[N+](=O)[O-] N-[(4-bromo-3-nitro-phenyl)methyl]-6-cyclopropoxy-N-(2-methanesulfonylpyridin-3-yl)pyridine-3-carboxamide